tert-Butyl N-[2-[2-[4-cyano-2-[[2-methyl-4-(piperidin-1-ylmethyl)imidazol-1-yl]methyl]phenyl]pyrimidin-5-yl]ethyl]carbamate C(#N)C1=CC(=C(C=C1)C1=NC=C(C=N1)CCNC(OC(C)(C)C)=O)CN1C(=NC(=C1)CN1CCCCC1)C